(3S)-N-(1-(6,7-difluoro-1-oxo-1,2-dihydroisoquinolin-4-yl)ethyl)-N-methyl-1,2,3,4-tetrahydroisoquinoline-3-carboxamide FC=1C=C2C(=CNC(C2=CC1F)=O)C(C)N(C(=O)[C@H]1NCC2=CC=CC=C2C1)C